C1(C(C(C(C(C1[2H])([2H])[2H])([2H])[2H])([2H])[2H])([2H])[2H])([2H])C1=C(C(=NN=N1)C1=C(C=CC=C1)C=1[Se]C2=C(C1C1=C(C=CC=C1)C1=CC=CC=C1)C=CC=C2)C2(C(C(C(C(C2[2H])([2H])[2H])([2H])[2H])([2H])[2H])([2H])[2H])[2H] [(diphenyl-d10)triazinyl][(biphenylyl)benzoselenophenyl]benzene